N1=C(C=CC(=C1)CNC1=C2N=CN(C2=NC(=N1)N1N=NC(=C1)CO)C(C)C)C=1C=NC=CC1 (1-(6-(([2,3'-bipyridin]-5-ylmethyl)amino)-9-isopropyl-9H-purin-2-yl)-1H-1,2,3-triazol-4-yl)methanol